FC1=CC2=C(OC3(CC3)CN2)C(=C1C1=C(C=NN1C)I)C#N 6-Fluoro-7-(4-iodo-1-methyl-1H-pyrazol-5-yl)-3,4-dihydrospiro[benzo[b][1,4]oxazine-2,1'-cyclopropane]-8-carbonitrile